5-chloro-N-(6-methoxy-4-methylpyridin-3-yl)-4-(3-oxo-5,6,7,8-tetrahydro[1,2,4]triazolo[4,3-a]pyridin-2(3H)-yl)-2-{[(2S)-1,1,1-trifluoropropan-2-yl]oxy}benzamide ClC=1C(=CC(=C(C(=O)NC=2C=NC(=CC2C)OC)C1)O[C@H](C(F)(F)F)C)N1N=C2N(CCCC2)C1=O